N1(CCOCC1)[Al](C)C (morpholinyl)(dimethyl)aluminum